3-(4-(3,4-difluoro-2-(trifluoromethyl) phenyl) piperidine-1-carbonyl)-1,4,6,7-tetrahydro-5H-pyrazolo[4,3-c]pyridine-5-carboxylate FC=1C(=C(C=CC1F)C1CCN(CC1)C(=O)C1=NNC2=C1CN(CC2)C(=O)[O-])C(F)(F)F